OCC1=C2CCN(CC2=CC=C1)C(=O)OC(C)(C)C tert-butyl 5-(hydroxymethyl)-3,4-dihydroisoquinoline-2(1H)-carboxylate